3-(5-chloro-1-methyl-1H-benzo[d]imidazol-6-yl)aniline ClC1=CC2=C(N(C=N2)C)C=C1C=1C=C(N)C=CC1